2-[(azetidin-3-yl)amino]ethane-1-ol hydrochloride Cl.N1CC(C1)NCCO